C(C)(=O)OC1C(CCCC1)C(C)(C)C 2-(tert-butyl)cyclohexyl acetate